C1(CC1)NC=1SC(=C(N1)C1=CC=CC=C1)OC1=CC(=NC=C1)NC=1C=C(C(=O)OC)C=CC1 methyl 3-((4-((2-(Cyclopropylamino)-4-phenylthiazol-5-yl)oxy)pyridin-2-yl)amino)benzoate